tert-butyl N-(4-bromo-3-methoxy-phenyl)carbamate BrC1=C(C=C(C=C1)NC(OC(C)(C)C)=O)OC